trans-2-(5-(3-((2-((S)-3-carboxybutanoyl)-4-fluoro-6-methoxybenzo[b]thiophen-5-yl)oxy)propoxy)-4-fluoro-6-methoxybenzo[b]thiophene-2-carbonyl)cyclopropanecarboxylic acid C(=O)(O)[C@H](CC(=O)C1=CC2=C(S1)C=C(C(=C2F)OCCCOC2=C(C1=C(SC(=C1)C(=O)[C@H]1[C@@H](C1)C(=O)O)C=C2OC)F)OC)C